3-[[4-[(2R)-2-[(3-Benzyloxycyclobutyl)amino]-4-methyl-pentoxy]-6-(2,6-dimethylphenyl)pyrimidin-2-yl]sulfamoyl]benzoic acid C(C1=CC=CC=C1)OC1CC(C1)N[C@@H](COC1=NC(=NC(=C1)C1=C(C=CC=C1C)C)NS(=O)(=O)C=1C=C(C(=O)O)C=CC1)CC(C)C